7-fluoro-3-((S)-2-oxo-5-phenylthiazol-3-yl)benzo[d]isoxazole-5-carbaldehyde FC1=CC(=CC=2C(=NOC21)N2C(SC(=C2)C2=CC=CC=C2)=O)C=O